C(C)(=O)[C@@]1([C@@H](O[C@@H]([C@]1(O)C(C)=O)C(O)C(C)=O)N1C=C(C(=O)N)CC=C1)O 1-(2',3',5'-triacetyl-β-d-ribofuranosyl)-1,4-dihydronicotinamide